O1[C@H](COC2=C1C=CC=C2)C2=CC=C(CN[C@@H]1CC[C@H](CC1)C(=O)N)C=C2 trans-4-({4-[(2S)-2,4-dihydro-1,4-benzodioxin-2-yl]benzyl}amino)cyclohexanecarboxamide